BrC=1C=CC(=NC1)OC1CC(C1)OCCOS(=O)(=O)C1=CC=C(C=C1)C.N1(CCC1)C[C@@H](C(=O)N[C@@H](C(F)F)C1=CC(=CC=C1)F)CC (S)-2-(azetidin-1-ylmethyl)-N-((R)-2,2-difluoro-1-(3-fluorophenyl)ethyl)butanamide 2-[3-[(5-bromo-2-pyridyl)oxy]cyclobutoxy]ethyl-4-methylbenzenesulfonate